The molecule is a member of the class of benzophenones that is benzophenone in which one of the phenyl groups is substituted by methoxy groups at positions 2, 3, and 4 and by a methyl group at position 6, while the other is substituted at positions 2, 3, and 6 by methyl, bromine, and methoxy groups, respectively. A fungicide with protectant and curative properties, it is used for the control of powdery mildew in cereals and grape vines. It has a role as an antifungal agrochemical. It is a member of benzophenones, an aromatic ether, an organobromine compound and an aryl phenyl ketone fungicide. CC1=CC(=C(C(=C1C(=O)C2=C(C=CC(=C2C)Br)OC)OC)OC)OC